(R)-N-(3-(5-fluoro-2-((6-(oxazol-2-ylmethoxy)pyridin-3-yl)amino)pyrimidin-4-yl)-1H-indol-7-yl)-3-methoxy-2-(4-methylpiperazin-1-yl)propanamide FC=1C(=NC(=NC1)NC=1C=NC(=CC1)OCC=1OC=CN1)C1=CNC2=C(C=CC=C12)NC([C@@H](COC)N1CCN(CC1)C)=O